5-bromo-6-fluoro-2,2-dimethylbenzo[d][1,3]dioxole BrC1=CC2=C(OC(O2)(C)C)C=C1F